1-[(8aS)-6-Chloro-5-(2,3-dihydro-5H-1,4-benzodioxepin-6-yl)-8a,9,11,12-tetrahydropyrazino[2',1':3,4][1,4]oxazepino[5,6,7-de]quinazolin-10(8H)-yl]prop-2-en-1-one ClC1=C2C3=C(N=CN=C3C=C1C1=CC=CC3=C1COCCO3)N3[C@H](CO2)CN(CC3)C(C=C)=O